2-((4-((1H-pyrrolo[2,3-b]pyridin-4-yl)oxy)-3-chlorophenyl)amino)nicotinic acid N1C=CC=2C1=NC=CC2OC2=C(C=C(C=C2)NC2=C(C(=O)O)C=CC=N2)Cl